bromo-8-fluoro-2-methyl-2,3,4,4a,9,9a-hexahydroindeno[2,1-b][1,4]oxazine BrC1(CNC2C(O1)CC=1C(=CC=CC12)F)C